1-methoxyethyl-2-methyl-3-ethylimidazole alanine salt N[C@@H](C)C(=O)O.COC(C)C=1N(C(=NC1)C)CC